Ethyl 8-(3-((benzyloxy)methyl)-4-ethyl-5-oxo-4,5-dihydro-1H-1,2,4-triazol-1-yl)-7-fluoro-1-isopropyl-4-oxo-4H-quinolizine-3-carboxylate C(C1=CC=CC=C1)OCC1=NN(C(N1CC)=O)C=1C(=CN2C(C(=CC(=C2C1)C(C)C)C(=O)OCC)=O)F